CC=1C(=NOC1C)N(S(=O)(=O)C=1C(=NC=CC1)C#C)COC N-(4,5-Dimethylisoxazol-3-yl)-2-ethynyl-N-(methoxymethyl)pyridine-3-sulfonamide